4-(2-(((2S,4R)-1-((S)-2-(1-fluorocyclopropane-1-carboxamido)-3,3-dimethylbutanoyl)-4-hydroxypyrrolidine-2-carboxamido)methyl)-5-(4-methylthiazol-5-yl)phenoxy)piperidin FC1(CC1)C(=O)N[C@H](C(=O)N1[C@@H](C[C@H](C1)O)C(=O)NCC1=C(OC2CCNCC2)C=C(C=C1)C1=C(N=CS1)C)C(C)(C)C